O1CCCC=2C1=NC=CC2C(=O)N2[C@H](C=1C(CC2)=C(N(N1)C)C1=CC(=C(C(=C1)F)F)F)C 3,4-dihydro-2H-pyrano[2,3-b]pyridin-5-yl-[(7S)-2,7-dimethyl-3-(3,4,5-trifluorophenyl)-5,7-dihydro-4H-pyrazolo[3,4-c]pyridin-6-yl]methanone